CC1(O[C@H]([C@@H](O1)CO)CO)C (+)-2,3-O-isopropylidene-L-threitol